C(CCC)[Si](N(C)C)(N(C)C)N(C)C butyltri(dimethylamino)silane